ClC1=C(C=CC=C1)SCC(=O)N1C(CCC1)C1=NC(C(=C2N1CCN(C2=O)CCS(=O)(=O)C2=CC=CC=C2)O)=O 6-(1-(2-((2-chlorophenyl)thio)acetyl)pyrrolidin-2-yl)-9-hydroxy-2-(2-(phenylsulfonyl)ethyl)-3,4-dihydro-2H-pyrazino[1,2-c]pyrimidine-1,8-dione